11-(diethylamino)benzo[g]benzo[4,5]imidazo[1,2-a][1,8]naphthyridine-6-carbonitrile C(C)N(C1=CC2=C(C=C3C=C(C=4N(C3=N2)C2=C(N4)C=CC=C2)C#N)C=C1)CC